3-fluoro-5-nitropyridine FC=1C=NC=C(C1)[N+](=O)[O-]